tert-butyl (S)-4-((1-(tert-butoxy)-3-methyl-1-oxobutan-2-yl) (methyl) carbamoyl)-4-fluoropiperidine-1-carboxylate C(C)(C)(C)OC([C@H](C(C)C)N(C(=O)C1(CCN(CC1)C(=O)OC(C)(C)C)F)C)=O